N-(3-(4-acetylpiperazin-1-yl)-4-fluorophenyl)-4-fluoro-7-methyl-1H-indole C(C)(=O)N1CCN(CC1)C=1C=C(C=CC1F)N1C=CC2=C(C=CC(=C12)C)F